OCCNS(=O)(=O)C1=C(C(=O)NC2=CC=C(C=C2)S(=O)(=O)N2CCN(CC2)C2=CC(=CC=C2)C(F)(F)F)C=CC=C1 2-(N-(2-hydroxyethyl)sulfamoyl)-N-(4-((4-(3-(trifluoromethyl)phenyl)piperazin-1-yl)sulfonyl)phenyl)benzamide